C(NCCCCCCC(=O)[O-])(=O)[O-] AzAazelate